((benzyloxy)methyl)-1-(5-chloro-6-(trifluoromethyl)isoindolin-2-yl)-4-cyclopropylbutane-1,4-dione C(C1=CC=CC=C1)OCC(C(=O)N1CC2=CC(=C(C=C2C1)Cl)C(F)(F)F)CC(=O)C1CC1